C(CCC)C(C)(C)O butyl-iso-propanol